2-methylpropionylarginine CC(C(=O)N[C@@H](CCCNC(N)=N)C(=O)O)C